BrC1=CC(=C(C=C1)N1C=NC(=C1)C1CC1)I 1-(4-bromo-2-iodo-phenyl)-4-cyclopropyl-imidazole